ClC=1C=C2C(=CC1)NC(C21CCN(CC1)CCOC1=CC2=C(NC(=N2)C2CC(C2)(C)O)C(=C1)F)=O 5-chloro-1'-{2-[7-fluoro-2-(3-hydroxy-3-methylcyclobutyl)-1H-1,3-benzimidazol-5-yloxy]ethyl}spiro[indoline-3,4'-piperidin]-2-one